N(=[N+]=[N-])[C@@]1([C@@H](O[C@@H]([C@H]1O)COP(=O)(O)O)N1C=NC=2C(O)=NC=NC12)O 2'-azidoinosinic acid